FC=1C=C(C=CC1)N1C(=NC(=C1)C1=CC=CC=C1)NCC1=CC(=C(C=C1)C(F)(F)F)OC (3-fluorophenyl)-N-(3-methoxy-4-(trifluoromethyl)benzyl)-4-phenyl-1H-imidazol-2-amine